C(C)(SCCCCCCN1C(C2=CC=CC=C2C1=O)=O)=O S-(6-(1,3-dioxoisoindolin-2-yl)hexyl) ethanethioate